ClC=1C=C2CCCN(C2=C(C1)C1=C2C(=NC=C1)C=C(S2)CN2C(CCC2=O)=O)[C@@H]2CN(C1(CCC1)C2)C[C@H](C(F)(F)F)O 1-((7-(6-chloro-1-((S)-5-((R)-3,3,3-trifluoro-2-hydroxypropyl)-5-azaspiro[3.4]octan-7-yl)-1,2,3,4-tetrahydroquinolin-8-yl)thieno[3,2-b]pyridin-2-yl)methyl)pyrrolidine-2,5-dione